OC[C@H](C1=CC=CC=C1)NC1=CC(=NC=C1C=1OC(=NN1)C)NC=1N=CC2=C(N1)C(N(C2=O)C)(C)C (S)-2-((4-((2-hydroxy-1-phenylethyl)amino)-5-(5-methyl-1,3,4-oxadiazol-2-yl)pyridin-2-yl)amino)-6,7,7-trimethyl-6,7-dihydro-5H-pyrrolo[3,4-d]pyrimidin-5-one